ClC=1C=CC2=C(N=C(O2)N2CCC3(CC2)CCC(CC3)NC(CCS(=O)(=O)C)=O)C1 N-[3-(5-chloro-1,3-benzoxazol-2-yl)-3-azaspiro[5.5]undecan-9-yl]-3-methylsulfonyl-propionamide